3-(6-chloro-5-(4-(2,2-dioxido-1,3-dihydrobenzo[c]-thiophen-5-yl)-phenyl)-1H-indazol-3-yl)propanoic acid ClC1=C(C=C2C(=NNC2=C1)CCC(=O)O)C1=CC=C(C=C1)C1=CC2=C(CS(C2)(=O)=O)C=C1